C(#N)C(C)(C)C1=CC=C(C=N1)NCC#CC=1N(C2=CC=C(C=C2C1)CNC1CCN(CC1)C(=O)N(C)C)CC(F)(F)F 4-({[2-(3-{[6-(1-cyano-1-methylethyl)pyridin-3-yl]amino}prop-1-yn-1-yl)-1-(2,2,2-trifluoroethyl)-1H-indol-5-yl]methyl}amino)-N,N-dimethylpiperidine-1-carboxamide